(2s,3s)-2-amino-3-hydroxybutyric acid N[C@H](C(=O)O)[C@H](C)O